C(C)(C)C=1C=C(C=CC1)C1CC(C1)N(C(=O)C1CC2(C1)NC(OC2)=O)C N-((1s,3S)-3-(3-isopropylphenyl)cyclobutyl)-N-methyl-6-oxo-7-oxa-5-azaspiro[3.4]octane-2-carboxamide